2-amino-N-[(3R,4R)-4-[4-(2-methoxyphenoxy)benzamido]pyrrolidin-3-yl]pyrimidine-4-carboxamide NC1=NC=CC(=N1)C(=O)N[C@@H]1CNC[C@H]1NC(C1=CC=C(C=C1)OC1=C(C=CC=C1)OC)=O